2,3-diphenylquinoline C1(=CC=CC=C1)C1=NC2=CC=CC=C2C=C1C1=CC=CC=C1